(1-(4,5-dimethyl-6-oxo-1,6-dihydropyrimidin-2-yl)-3-methyl-1H-pyrazol-5-yl)-3,4-difluorobenzamide CC=1N=C(NC(C1C)=O)N1N=C(C=C1C1=C(C(=O)N)C=CC(=C1F)F)C